neodymium nickel-oxide [Ni]=O.[Nd]